5-(4-(2-(isopropylamino)-2-oxoethyl)piperazin-1-yl)-N,7-dimethylthieno[3,2-b]pyridine-3-carboxamide C(C)(C)NC(CN1CCN(CC1)C1=CC(=C2C(=N1)C(=CS2)C(=O)NC)C)=O